BrC1=CC2=C(CC(O2)C(=O)O)C=C1 6-bromo-2,3-dihydrobenzofuran-2-carboxylic acid